NC1=NC=CC=C1C1=NC=2C(=NC(=CC2)C2=NN(N=C2)CC#N)N1C1=CC=C(CN2CCC(CC2)NC2=NC(=NC=C2)C#N)C=C1 4-((1-(4-(2-(2-Aminopyridin-3-yl)-5-(2-(cyanomethyl)-2H-1,2,3-triazol-4-yl)-3H-imidazo[4,5-b]pyridin-3-yl)benzyl)piperidin-4-yl)amino)pyrimidine-2-carbonitrile